[K+].C(C)(C)(C)OC(=O)N1C[C@H](N(C[C@@H]1C)C(C(=O)[O-])C)C 2-((2R,5S)-4-(tert-butoxycarbonyl)-2,5-dimethylpiperazin-1-yl)propanoic acid, potassium salt